CC[C@H](C=1C=NC(=CC1)C(F)(F)F)[S@]([O-])=NC#N [(S)-methyl(oxido){(1R)-1-[6-(trifluoromethyl)pyridin-3-yl]ethyl}-λ4-sulphanylidene]cyanamide